(2E)-4-(dimethylamino)-1-[(3S)-3-({[4-(3-phenyl-1H-pyrrolo[3,2-b]pyridin-2-yl)pyridin-3-yl]oxy}methyl)morpholin-4-yl]but-2-en-1-one CN(C/C=C/C(=O)N1[C@@H](COCC1)COC=1C=NC=CC1C1=C(C2=NC=CC=C2N1)C1=CC=CC=C1)C